N-{(1S)-1-cyano-2-[(3S)-2-oxopiperidin-3-yl]ethyl}-N2-(cyclohexylmethyl)-L-leucinamide C(#N)[C@H](C[C@H]1C(NCCC1)=O)NC([C@@H](NCC1CCCCC1)CC(C)C)=O